CS(=O)(=O)C=1C=C(C=C(C1)C(F)(F)F)NC1=CC(=NC=C1C1=NN(C=C1)[C@H]1COCC1)NC(C)=O (R)-N-(4-((3-(methylsulfonyl)-5-(trifluoromethyl)phenyl)amino)-5-(1-(tetrahydrofuran-3-yl)-1H-pyrazol-3-yl)pyridin-2-yl)acetamide